N1=CC=C(C=C1)CCNC1=NN2C(S1)=NC=C2C2=CC(=C(C(=C2)OC)OC)OC N-[2-(4-pyridyl)ethyl]-5-(3,4,5-trimethoxyphenyl)imidazo[2,1-b][1,3,4]thiadiazol-2-amine